C1=CC=CC=2C3=CC=CC=C3C(C12)COC(=O)N[C@H](C(=O)O)[C@@H]1CC(CCC1)(F)F (S)-2-((((9H-fluoren-9-yl)methoxy)carbonyl)amino)-2-((S)-3,3-difluorocyclohexyl)-acetic acid